FC=1C=C(C=NC1F)B(O)O (5,6-difluoro-pyridin-3-yl)boronic acid